NC1=C(N=CC(=N1)N1CCC2(CC1)[C@@H](C=1C(=NC=CC1)C2)N)SC2=C(C=NC=C2)N (S)-1'-(6-amino-5-((3-aminopyridin-4-yl)thio)pyrazin-2-yl)-5,7-dihydrospiro[cyclopenta[b]pyridine-6,4'-piperidin]-5-amine